Nα-boc-L-lysine C(=O)(OC(C)(C)C)N[C@@H](CCCCN)C(=O)O